2-[2-({[3-bromo-1-(3-chloropyridin-2-yl)-1H-pyrazol-5-yl]carbonyl}amino)-5-cyano-3-methylbenzoyl]-2-ethylhydrazinecarboxylic acid methyl ester COC(=O)NN(CC)C(C1=C(C(=CC(=C1)C#N)C)NC(=O)C1=CC(=NN1C1=NC=CC=C1Cl)Br)=O